ClC1=CC(=NC=C1C(=O)NC=1C=C2C(=NC1)NC=C2)C(F)(F)F 4-Chloro-N-{1H-pyrrolo[2,3-b]pyridin-5-yl}-6-(trifluoromethyl)nicotinamide